4-((3,6-dimethyl-7-phenyl-1H-pyrrolo[3,2-c]pyridin-1-yl)methyl)benzenesulfonamide CC1=CN(C2=C1C=NC(=C2C2=CC=CC=C2)C)CC2=CC=C(C=C2)S(=O)(=O)N